BrC1=CC=CC=C1C1=NC=CC=N1 6-bromophenyl-pyrimidine